Cl.O1C=CC(C2=C1C=CC=C2)=O benzopyran-4-one hydrochloride